CC1=C(C(C=CC1=O)=O)C1=C(C=CC=C1)C 2,2'-dimethylbiphenyl-3,6-dione